6-((6-(2-fluoro-6-methoxyphenyl)-5-nitropyridin-2-yl)amino)-N-((1R,3R)-3-hydroxycyclopentyl)-4-((S)-3-hydroxypiperidin-1-yl)nicotinamide FC1=C(C(=CC=C1)OC)C1=C(C=CC(=N1)NC1=NC=C(C(=O)N[C@H]2C[C@@H](CC2)O)C(=C1)N1C[C@H](CCC1)O)[N+](=O)[O-]